OC=1C2=C(N=C(N1)NC(OC)=O)C=NN2CC2=C(C=CC(=C2)CN2CC(C2)OC)OC methyl (7-hydroxy-1-(2-methoxy-5-((3-methoxyazetidin-1-yl)methyl)-benzyl)-1H-pyrazolo[4,3-d]pyrimidin-5-yl)carbamate